1H-Imidazole-1-carboxylic acid, 2-(1,1-dimethylethyl)phenyl ester N1(C=NC=C1)C(=O)OC1=C(C=CC=C1)C(C)(C)C